ClC1=C(C=CC(=N1)C(=O)NC)N1CCN(CC1)CC1=CC(=C2CN(C(NC2=C1)=O)CC)F 6-chloro-5-(4-((3-ethyl-5-fluoro-2-oxo-1,2,3,4-tetrahydroquinazolin-7-yl)methyl)piperazin-1-yl)-N-methylpicolinamide